N-(3-methoxybenzyl)-4-((2-(3-methoxybenzyloxy)ethoxy)methyl)-N-(4-(pyrrolidin-1-yl)benzyl)aniline COC=1C=C(CN(C2=CC=C(C=C2)COCCOCC2=CC(=CC=C2)OC)CC2=CC=C(C=C2)N2CCCC2)C=CC1